N[C@@H](C)C(=O)OCCCC(=O)O 4-((L-alanyl)oxy)butyric acid